2-(3-chloro-5-ethyl-4-(2-fluoro-4-hydroxy-3-isopropylbenzyl)phenoxy)-N-cyclohexylacetamide ClC=1C=C(OCC(=O)NC2CCCCC2)C=C(C1CC1=C(C(=C(C=C1)O)C(C)C)F)CC